ClC1=C(C=CC=C1Cl)N1CCN(CC1)CCC1CCC(CC1)NC(NC)=O N'-[(1r,4r)-4-{2-[4-(2,3-dichlorophenyl)piperazin-1-yl]ethyl}cyclohexyl]-N-methylurea